C(C)C1=C(C=C)C=CC(=C1)CC1=CC=CC=C1 2-Ethyl-4-benzylstyrene